p-nitrophenyl 1-2-diazo-3,3,3-trifluoropropionate [N+](=[N-])=C(C(=O)OC1=CC=C(C=C1)[N+](=O)[O-])C(F)(F)F